COC(=O)C1=CSC=C1C 4-methylthiophene-3-carboxylic acid methyl ester